N1C(NC2=C1C=CC=C2)=O 1,3-dihydro-2H-benzimidazolone